2-[CYCLOPENTYL(4-FORMYL-2-METHYLPHENYL)AMINO]ACETAMIDE C1(CCCC1)N(CC(=O)N)C1=C(C=C(C=C1)C=O)C